4-(5-(3-cyano-6-(2-hydroxyethoxy)pyrazolo[1,5-a]pyridin-4-yl)pyridin-2-yl)-N-isobutylpiperazine-1-carboxamide 2,2,2-trifluoroacetate FC(C(=O)O)(F)F.C(#N)C=1C=NN2C1C(=CC(=C2)OCCO)C=2C=CC(=NC2)N2CCN(CC2)C(=O)NCC(C)C